3-methoxypropanoyl chloride COCCC(=O)Cl